(E)-N'-cyano-N-((1,2,3,5,6,7-hexahydro-s-indacen-4-yl)carbamoyl)-2-phenylethene-1-sulfonimidamide C(#N)N=S(=O)(NC(NC1=C2CCCC2=CC=2CCCC12)=O)\C=C\C1=CC=CC=C1